tri-s-butoxyvinylsilane C(C)(CC)OC(=C(OC(C)CC)OC(C)CC)[SiH3]